C[C@@H]1CN(CCC1)CC=1C=C(C=2N(C1)C=CN2)C(=O)N 6-{[(3S)-3-methylpiperidin-1-yl]methyl}imidazo[1,2-a]pyridine-8-carboxamide